dimethyl (S)-3-((6-bromo-4-((3-(trifluoromethyl)phenyl)sulfonyl)-3,4-dihydro-2H-benzo[b][1,4]oxazin-2-yl)methyl)cyclobutane-1,1-dicarboxylate BrC1=CC2=C(O[C@H](CN2S(=O)(=O)C2=CC(=CC=C2)C(F)(F)F)CC2CC(C2)(C(=O)OC)C(=O)OC)C=C1